bromo-[3-[tert-butyl(dimethyl)silyl]oxy-2,2-dimethyl-propyl]magnesium Br[Mg]CC(CO[Si](C)(C)C(C)(C)C)(C)C